4-(3-((4-(trifluoromethyl)phenyl)amino)pyrazin-2-yl)piperazine-1-carbonitrile FC(C1=CC=C(C=C1)NC=1C(=NC=CN1)N1CCN(CC1)C#N)(F)F